1,1,3,3-tetraethylurea C(C)N(C(=O)N(CC)CC)CC